FC1(CCC(CC1)(O)C=1N=NN(C1)[C@H](C(=O)N1[C@@H](C[C@H](C1)O)C(=O)NC)C(C)(C)C)F (2S,4r)-1-[(2S)-2-[4-(4,4-difluoro-1-hydroxy-cyclohexyl)triazol-1-yl]-3,3-dimethyl-butyryl]-4-hydroxy-N-methyl-pyrrolidine-2-carboxamide